ClC1=CC(=NC=C1)NC(\C(=C\C=1SC=C(C1)C1=CC=CC2=CC=CC=C12)\C#N)=O (E)-N-(4-chloropyridin-2-yl)-2-cyano-3-(4-(naphthalen-1-yl)thiophen-2-yl)acrylamide